6-{[4-Methyl-1-(6-methylpyridin-3-yl)-1H-1,2,3-triazol-5-yl]methoxy}-2-(oxetan-4-yl)-1,2,3,4-tetrahydro-2,7-naphthyridine CC=1N=NN(C1COC=1C=C2CCN(CC2=CN1)C1CCO1)C=1C=NC(=CC1)C